N4-(2-fluoro-5-nitrophenyl)-N2-(1-methyl-1H-pyrazol-4-yl)-5-(pyridin-4-yl)pyrimidine-2,4-diamine FC1=C(C=C(C=C1)[N+](=O)[O-])NC1=NC(=NC=C1C1=CC=NC=C1)NC=1C=NN(C1)C